C1(CC1)[C@H](C)N1C(C2=C(C=C(C=C2C1)C1=C(N=C(S1)NC(C)=O)C)P(=O)(CC)CC)=O (S)-N-(5-(2-(1-cyclopropylethyl)-7-(diethylphosphoryl)-1-oxoisoindolin-5-yl)-4-methylthiazol-2-yl)acetamide